OC[C@@H]1[C@@H](CN(CC1)C1=NC=C(C=C1)C=1SC2=C(N1)C=CC(=C2)OC)O (3S,4R)-4-(hydroxymethyl)-1-[5-(6-methoxy-1,3-benzothiazol-2-yl)pyridin-2-yl]piperidin-3-ol